N=1N(N=CC1)CC(=O)C=1C=CC(=C(C1)N1C(=NC2=C(C1=O)C=CC=N2)CN2CC1N(C(C2)C1)C(COC1=CC=C(C=C1)Cl)=O)OCC(F)(F)F 3-(5-(2-(2H-1,2,3-triazol-2-yl)acetyl)-2-(2,2,2-trifluoroethoxy)phenyl)-2-((6-(2-(4-chlorophenoxy)acetyl)-3,6-diazabicyclo[3.1.1]heptan-3-yl)methyl)pyrido[2,3-d]pyrimidin-4(3H)-one